3-chloro-4-((3,5-difluoropyridin-2-yl)methoxy)-2'-(1-(1-Hydroxy-2-methylpropan-2-yl)-1H-pyrazol-3-yl)-5',6-dimethyl-2H-[1,4'-bipyridine] ClC=1CN(C(=CC1OCC1=NC=C(C=C1F)F)C)C1=CC(=NC=C1C)C1=NN(C=C1)C(CO)(C)C